3-(2-oxo-6-(4-(piperazin-1-ylmethyl-d2)benzyl)benzo[cd]indol-1(2H)-yl)piperidine-2,6-dione O=C1N(C2=CC=C(C=3C2=C1C=CC3)CC3=CC=C(C=C3)C([2H])([2H])N3CCNCC3)C3C(NC(CC3)=O)=O